S(=O)(=O)(C1=CC=C(C)C=C1)CC1=C(CNC(CCC)P(OC2=CC=CC=C2)(OC2=CC=CC=C2)=O)C=CC=C1 diphenyl (1-((2-(tosylmethyl)benzyl)amino)butyl)phosphonate